4-((1-(4-Propylphenyl)piperidin-4-yl)methyl)phenol C(CC)C1=CC=C(C=C1)N1CCC(CC1)CC1=CC=C(C=C1)O